CN1CC(C1)(C)[C@@](C=1C=C(C=NC1)C1=NOC(=N1)C1(CCN(CC1)C(C)=O)C)(C1=CC=C(C=C1)C(C)C)O 1-[4-(3-{5-[(R)-(1,3-dimethyl-azetidin-3-yl)-hydroxy-(4-isopropyl-phenyl)-methyl]-pyridin-3-yl}-[1,2,4]Oxadiazol-5-yl)-4-methyl-piperidin-1-yl]-ethanone